(1-methyl-3-(pyridin-2-yl)-1H-pyrazol-4-yl)-[3,4'-bipyridine]-5-carboxamide CN1N=C(C(=C1)C1=NC=C(C=C1C1=CC=NC=C1)C(=O)N)C1=NC=CC=C1